C[C@@H]1CN(CCC1)C(CC1=CC=C(C=C1)NC(OCC1=CC=C(C=C1)Cl)=O)=O 4-chlorobenzyl (S)-(4-(2-(3-methylpiperidin-1-yl)-2-oxoethyl)phenyl)carbamate